C1=CC=CC=2OP(OC3=C(C21)C=CC=C3)OC3=C(C=CC=C3)C3=C(C=CC=C3)OP3OC2=C(C1=C(O3)C=CC=C1)C=CC=C2 2,2'-bis(dibenzo[d,f][1,3,2]dioxaphosphepin-6-yloxy)-1,1'-biphenyl